NC1=CC=C(C=C1)C1=C2C(N(CN2C)C)=C(C2=C1N(CN2C)C)C2=CC=C(C=C2)N 4,8-bis(4-aminophenyl)-1,3,5,7-tetramethyl-3,7-dihydrobenzo[1,2-d:4,5-d']diimidazole